C(C)C12NC(N([C@@H]3[C@@H](COC4=CC=C(C(N[C@H]5CC(OC6=C5C=C(CCCCC1)C=C6)(C)C)=O)C=C34)COC)C(C2)=O)=N (1R,18S,27R)-5-ethyl-3-imino-27-(methoxymethyl)-16,16-dimethyl-15,25-dioxa-2,4,19-triazahexacyclo[19.6.2.22,5.211,14.013,18.024,28]tritriaconta-11,13,21,23,28,30-hexaene-20,33-dione